FC=1C(=C(C=CC1)C(=O)N1C[C@@H](CC[C@H]1C)OC1=NC=CC(=C1C)C#N)N1N=CC=N1 2-{[(3R,6R)-1-{[3-fluoro-2-(2H-1,2,3-triazol-2-yl)phenyl]carbonyl}-6-methylpiperidin-3-yl]oxy}-3-methylpyridine-4-carbonitrile